NC=1C=2N(C3=CC(=C(C=C3N1)F)C(=O)N1[C@@H]3[C@H](OCC1)CC=1C=C(C(=CC13)F)C(F)F)C=NC2 (4-amino-7-fluoroimidazo[1,5-a]quinoxalin-8-yl)((4aS,9aR)-7-(difluoromethyl)-6-fluoro-2,3,9,9a-tetrahydroindeno[2,1-b][1,4]oxazin-4(4aH)-yl)methanone